C1(=CC=CC=C1)[C@H]1N=C(N[C@@H]1C1=CC=CC=C1)C1=CC=CC=N1 6-[(4R,5R)-4,5-diphenyl-4,5-dihydro-1H-imidazol-2-yl]Pyridine